3-(tertiary butyl)-4-(2,6-dimethoxyphenyl)-2,3-dihydrobenzo[d][1,3]oxaphosphole C(C)(C)(C)P1COC2=C1C(=CC=C2)C2=C(C=CC=C2OC)OC